C(#C)C12CNCC(CC1)N2C(=O)OC(C)(C)C tert-butyl 1-ethynyl-3,8-diazabicyclo[3.2.1]octan-8-carboxylate